silver-copper-germanium-tin [Sn].[Ge].[Cu].[Ag]